4-methoxy-5-(2-methyl-1-(2,2,2-trifluoroethyl)-1H-benzo[d]imidazol-6-yl)-N-(1-(oxetan-3-yl)piperidin-4-yl)pyrrolo[2,1-f][1,2,4]triazin-2-amine COC1=NC(=NN2C1=C(C=C2)C=2C=CC1=C(N(C(=N1)C)CC(F)(F)F)C2)NC2CCN(CC2)C2COC2